(S)-12-methyl-2,5,8,11-tetraoxatridec-13-yl 4-methylbenzenesulfonate CC1=CC=C(C=C1)S(=O)(=O)OC[C@@H](OCCOCCOCCOC)C